The molecule is an ammonium ion that is the conjugate acid of (R)-6-hydroxynicotine, obtained by protonation of the pyrrolidine nitrogen. It is a conjugate acid of a (R)-6-hydroxynicotine. It is an enantiomer of a (S)-6-hydroxynicotinium(1+). C[NH+]1CCC[C@@H]1C2=CNC(=O)C=C2